ClC[C@H]1N(CCCC1)C (S)-2-chloromethyl-1-methylpiperidine